FC1=CC=C(C(=N1)NS(=O)(=O)CC)[N+](=O)[O-] N-(6-fluoro-3-nitropyridine-2-yl)ethanesulfonamide